1-(1-butoxyprop-1-en-2-yl)-3-(1-(3-methoxypropoxy)prop-1-en-2-yl)benzene C(CCC)OC=C(C)C1=CC(=CC=C1)C(=COCCCOC)C